trans-3-[[(1,1-Dimethylethoxy)carbonyl]amino]cyclobutanecarboxylic acid CC(C)(OC(=O)N[C@@H]1C[C@H](C1)C(=O)O)C